ClC1=NC=CC2=C1C=C(N2COCC[Si](C)(C)C)I 4-chloro-2-iodo-1-((2-(trimethylsilyl)ethoxy)methyl)-1H-pyrrolo[3,2-c]pyridine